[N+](=O)([O-])C=1C=CC(=NC1)C(=C)C 5-nitro-2-(prop-1-en-2-yl)pyridine